C(C1=CC=CC=C1)N1S(C(C(C2=C1N=C(N2C)SC2=CC=CC=C2)=O)C2=CC=C(C=C2)Cl)(=O)=O 1-benzyl-3-(4-chlorophenyl)-5-methyl-6-(phenylthio)-3,5-dihydroimidazo[4,5-c][1,2]thiazin-4(1H)-one 2,2-dioxide